1-(6-(7-methoxy-3-methyl-4-(6-methyl-1H-indazol-7-yl)-2-quinolinyl)-2,6-diazaspiro[3.4]octan-2-yl)-2-propen-1-one COC1=CC=C2C(=C(C(=NC2=C1)N1CC2(CN(C2)C(C=C)=O)CC1)C)C=1C(=CC=C2C=NNC12)C